ClC1=CC=C(C=C1)C1N(CCC(C1)N1C(NC2=C1C=CC=C2C)=O)C(=O)N (4-chlorophenyl)-4-(4-methyl-2-oxo-2,3-dihydro-1H-1,3-benzodiazol-1-yl)piperidine-1-carboxamide